C1(=CC=CC=2C3=CC=CC=C3C3=CC=CC=C3C12)C1=C2C(=C(C(=C(C2=C(C=2C(=C(C(=C(C12)[2H])[2H])[2H])[2H])[2H])[2H])[2H])[2H])C1=C(C=CC=C1)C1=CC=CC2=CC=CC=C12 triphenylenyl-(naphthylphenyl)anthracene-d8